Ethyl 4-[2-(2-chloro-4-pyridyl)ethynyl]-5-methyl-1-(6-methyl-3-pyridyl)pyrrole-2-carboxylate ClC1=NC=CC(=C1)C#CC=1C=C(N(C1C)C=1C=NC(=CC1)C)C(=O)OCC